(o-nitrophenoxy)propanamide [N+](=O)([O-])C1=C(OC(C(=O)N)C)C=CC=C1